C(C)S(=O)(C)=NC1=NC(=C(C2=CC3=C(C=C12)NN=C3)C3=CC=C(C=C3)F)C3CCOCC3 ethyl((5-(4-fluorophenyl)-6-(tetrahydro-2H-pyran-4-yl)-1H-pyrazolo[4,3-g]isoquinolin-8-yl)imino)(methyl)-λ6-sulfanone